3-methoxy-5-(prop-1-en-1-yl)catechol COC1=C(C(O)=CC(=C1)C=CC)O